CS(=O)(=O)NC1=C(C=CC=C1)B(O)O (2-(methyl-sulfonamido)phenyl)boronic acid